(2-(diethoxymethyl)-5-fluoro-1H-indol-6-yl)methylamine C(C)OC(C=1NC2=CC(=C(C=C2C1)F)CN)OCC